C[C@@H](C=C)NC(OC(C)(C)C)=O tert-butyl (S)-but-3-en-2-ylcarbamate